C(CC)N1N=NC2=C1C=CC=C2 1-propyl-benzotriazole